trans,trans-Farnesol CC(=CCC/C(=C/CC/C(=C/CO)/C)/C)C